COC1=CC=C(CNC(=O)NC=2OC(=NN2)C2=C(C=CC=C2)NC2=CC=C(C=C2)C(F)(F)F)C=C1 1-(4-methoxybenzyl)-3-(5-(2-((4-(trifluoromethyl)phenyl)amino)phenyl)-1,3,4-oxadiazol-2-yl)urea